lithium bis(2,4-di-t-butylphenyl) phosphate P(=O)(OC1=C(C=C(C=C1)C(C)(C)C)C(C)(C)C)(OC1=C(C=C(C=C1)C(C)(C)C)C(C)(C)C)[O-].[Li+]